3-oxo-2-phenyl-3-(pyridin-2-yl)propionitrile O=C(C(C#N)C1=CC=CC=C1)C1=NC=CC=C1